[Mo].[Co] cobalt-molybdenum salt